C1(CCCC1)C1=CC(=NN1)NC1=NC(=NC=C1)N1C[C@@H]([C@@H](C1)F)CNC(OC(C)(C)C)=O tert-butyl N-[[(3S,4S)-1-[4-[(5-cyclopentyl-1H-pyrazol-3-yl)amino]pyrimidin-2-yl]-4-fluoro-pyrrolidin-3-yl]methyl]carbamate